N-(methylsulfonyl)-2-(2,2,7-trifluoro-3-oxo-6-(perfluorophenyl)-2,3-dihydro-4H-benzo[b][1,4]oxazin-4-yl)acetamide CS(=O)(=O)NC(CN1C2=C(OC(C1=O)(F)F)C=C(C(=C2)C2=C(C(=C(C(=C2F)F)F)F)F)F)=O